ClC1=CC=C(C=C1)[C@@]1(N(C(C2=CC(=CC(=C12)F)C(C)(O)C1(CCOCC1)F)=O)CC1=CC=C(C=N1)C#N)O[C@@H]1COCC1 6-{[(1R)-1-(4-chlorophenyl)-7-fluoro-5-[1-(4-fluorooxan-4-yl)-1-hydroxyethyl]-3-oxo-1-[(3S)-oxolan-3-yloxy]-2,3-dihydro-1H-isoindol-2-yl]methyl}pyridine-3-carbonitrile